2-((3-cyano-6,6,9-trimethyl-11-oxo-6,11-dihydro-5H-benzo[b]carbazol-8-yl)amino)-7-azaspiro[3.5]nonane-7-carboxylic acid tert-butyl ester C(C)(C)(C)OC(=O)N1CCC2(CC(C2)NC=2C(=CC3=C(C(C=4NC5=CC(=CC=C5C4C3=O)C#N)(C)C)C2)C)CC1